2-(1-chloroethyl)-4-phenoxyphenyl trifluoromethanesulfonate FC(S(=O)(=O)OC1=C(C=C(C=C1)OC1=CC=CC=C1)C(C)Cl)(F)F